tert-butyl (S)-5-chloro-8-((1,5-dimethyl-1H-1,2,3-triazol-4-yl)methoxy)-7-fluoro-1-((6-oxo-5-azaspiro[2.4]heptan-5-yl)methyl)-3,4-dihydroisoquinoline-2(1H)-carboxylate ClC1=C2CCN([C@@H](C2=C(C(=C1)F)OCC=1N=NN(C1C)C)CN1CC2(CC2)CC1=O)C(=O)OC(C)(C)C